3-iodo-N-(1-methylcyclopropyl)-7-(2-oxa-7-azaspiro[3.5]nonan-7-yl)pyrazolo[1,5-a]pyridine-5-sulfonamide IC=1C=NN2C1C=C(C=C2N2CCC1(COC1)CC2)S(=O)(=O)NC2(CC2)C